C(C)OC(=O)C=1OC(=NN1)C1=C(C=CC(=C1)OC(F)(F)F)F 5-(2-fluoro-5-(trifluoromethoxy)phenyl)-1,3,4-oxadiazole-2-carboxylic acid ethyl ester